1-(4-cyanophenyl)-3-(7-phenylimidazo[1,5-a]pyridin-5-yl)urea C(#N)C1=CC=C(C=C1)NC(=O)NC1=CC(=CC=2N1C=NC2)C2=CC=CC=C2